(S)-N-(1-(7-(5-(Hydroxymethyl)thiophen-2-yl)quinolin-5-yl)cyclopropyl)-2-methyl-5-((1-methylazetidin-2-yl)methoxy)benzamide OCC1=CC=C(S1)C1=CC(=C2C=CC=NC2=C1)C1(CC1)NC(C1=C(C=CC(=C1)OC[C@H]1N(CC1)C)C)=O